C(CCCCCCC)[NH+]1C=CC2=CC=CC=C12 1-octylindolium